1-(5-chloro-2-pyrimidinyl)methylamine hydrochloride Cl.ClC=1C=NC(=NC1)CN